dimethylphenyl-(3,4-dimethylbenzyl)ammonium C[N+](CC1=CC(=C(C=C1)C)C)(C1=CC=CC=C1)C